(-)-Methyl (S)-2,2-dimethyl-1,3-dioxolane-4-carboxylate CC1(OC[C@H](O1)C(=O)OC)C